6-Isopropyl-5-(8-methoxy-[1,2,4]triazolo[1,5-a]pyridin-6-yl)-1-(1-((tetrahydrofuran-3-yl)methyl)piperidin-4-yl)-1,3-dihydro-2H-benzo[d]imidazol-2-on C(C)(C)C=1C(=CC2=C(N(C(N2)=O)C2CCN(CC2)CC2COCC2)C1)C=1C=C(C=2N(C1)N=CN2)OC